CN(C(=O)C=1C(=C(C=CC1)C=1C=C2C(=NC1)NC[C@]21C[C@](CC1)(C(=O)N)C)F)C (1R,3S)-5'-(3-(Dimethylcarbamoyl)-2-fluorophenyl)-3-methyl-1',2'-dihydrospiro[cyclopentane-1,3'-pyrrolo[2,3-b]pyridine]-3-carboxamide